NC=1C(=NC(=CN1)C1=CC=C(C=C1)C)C(=O)NC1=CC=C(C=C1)S(NC)(=O)=O 3-amino-N-(4-(N-methylsulfamoyl)phenyl)-6-p-tolylpyrazine-2-carboxamide